5-ethyl-6-fluoro-naphthalen-2-ol C(C)C1=C2C=CC(=CC2=CC=C1F)O